ClC=1C(=NC(=NC1)S(=O)C)C12CC(C1)(C2)C(=O)NC(C)C 3-(5-chloro-2-(methylsulfinyl)pyrimidin-4-yl)-N-isopropylbicyclo[1.1.1]pentane-1-carboxamide